2-[6-(4,4-difluoropiperidin-1-yl)-5-fluoropyridin-3-yl]Ethyl 2-oxoacetate O=CC(=O)OCCC=1C=NC(=C(C1)F)N1CCC(CC1)(F)F